2,2-difluoro-1,3-benzodioxol-4-ol FC1(OC2=C(O1)C=CC=C2O)F